6-(2-cyanopropan-2-yl)pyridin C(#N)C(C)(C)C1=CC=CC=N1